NC1=NC=C(C=2C1=CN(N2)C2OCCCC2)NC(=O)C(=O)N(C)C(C)C2=C(C=C(C=C2)C(C(F)(F)F)(F)F)F N-(4-Amino-2-tetrahydropyran-2-yl-pyrazolo[4,3-c]pyridin-7-yl)-N'-[1-[2-fluoro-4-(1,1,2,2,2-pentafluoroethyl)phenyl]ethyl]-N'-methyl-oxamide